1-(7-nitroindolin-1-yl)propan-1-one [N+](=O)([O-])C=1C=CC=C2CCN(C12)C(CC)=O